[Se].[Zn].[Fe] iron-zinc-selenium